1-(2,6-diethyl-4-methylphenyl)-1H-pyrrole-2,5-dione C(C)C1=C(C(=CC(=C1)C)CC)N1C(C=CC1=O)=O